tert-butyl 7-(7-butyl-3-{[(4-methoxyphenyl)methyl]amino}-4,6-dioxo-[1,2]thiazolo[3,4-d]pyrimidin-5-yl)-2-azaspiro[3.5]nonane-2-carboxylate C(CCC)N1C(N(C(C=2C1=NSC2NCC2=CC=C(C=C2)OC)=O)C2CCC1(CN(C1)C(=O)OC(C)(C)C)CC2)=O